1-(4-methylphenyl)-2-(4-methoxyphenyl)-2,3-dihydropyridin-4-one CC1=CC=C(C=C1)N1C(CC(C=C1)=O)C1=CC=C(C=C1)OC